FC1(CN(CC12CN(C2)C(C=C)=O)C2=NC1=CC(=CC=C1C(=C2C#N)C2=C1C=NNC1=CC=C2C)OC)F 2-(8,8-difluoro-2-(2-propenoyl)-2,6-diazaspiro[3.4]octan-6-yl)-7-methoxy-4-(5-methyl-1H-indazol-4-yl)-3-quinolinecarbonitrile